3-[2-(5-{5-azaspiro[2.4]heptan-5-ylmethyl}-7-(trifluoromethyl)-1,3-benzoxazol-2-yl)-6-[(2-cyanoethyl)amino]pyridin-4-yl]-4-(4-methyl-1,2,4-triazol-3-yl)benzonitrile C1CC12CN(CC2)CC=2C=C(C1=C(N=C(O1)C1=NC(=CC(=C1)C=1C=C(C#N)C=CC1C1=NN=CN1C)NCCC#N)C2)C(F)(F)F